NC1=NC(=NN1)C1CCN(CC1)C(=O)OC(C)(C)C 1,1-dimethylethyl 4-(5-amino-1H-1,2,4-triazol-3-yl)-1-piperidinecarboxylate